ethyl 2-(2-(((6-((4-carbamimidoyl-2,6-dimethylbenzyl)amino)pyrimidin-4-yl)oxy)methyl)-6-cyclopropylimidazo[1,2-a]pyridin-8-yl)acetate C(N)(=N)C1=CC(=C(CNC2=CC(=NC=N2)OCC=2N=C3N(C=C(C=C3CC(=O)OCC)C3CC3)C2)C(=C1)C)C